BrC1=C(N=C(C=2N1N=CC2)N2CCC1(CC2)[C@@H](C2=CC(=C(C=C2C1)F)F)NC(OC(C)(C)C)=O)C tert-butyl N-[(1S)-1'-(7-bromo-6-methyl-pyrazolo[1,5-a]pyrazin-4-yl)-5,6-difluoro-spiro[indane-2,4'-piperidine]-1-yl]carbamate